3,4-Dihydroxybenzamide OC=1C=C(C(=O)N)C=CC1O